FC1=C(C=CC=C1)C=1N(C2=C(C=NC(=C2)C2=NC=NN2COCC[Si](C)(C)C)N1)C1CC(CC(C1)OC)NC(OC(C)(C)C)=O tert-butyl (3-(2-(2-fluorophenyl)-6-(1-((2-(trimethylsilyl)ethoxy)methyl)-1H-1,2,4-triazol-5-yl)-1H-imidazo[4,5-c]pyridin-1-yl)-5-methoxycyclohexyl)carbamate